C(N)(=O)C=1C=C(C=CC1F)B(O)O (3-carbamoyl-4-fluoro-phenyl)boronic acid